COC1=C(C=C2C=C(NC2=C1)C(=O)N3C=CC4=C5C=C(NC5=C(C=C43)O)C(=O)N6CCC7=C8C=C(NC8=C(C(=C76)O)OC)C(=O)SC)O The molecule is a member of the class of pyrroloindoles that is an intermediate in the biosynthesis of yatakemycin by Streptomyces sp. TP-A0356 It has a role as a bacterial metabolite. It is a member of hydroxyindoles, a pyrroloindole, a thioester, an aromatic ether, an aromatic amide and a polyphenol.